C(C)(C)NC(=O)C1=CC=C2C(=CC=NC2=C1)C1=CC=C(C=C1)C(F)(F)F N-isopropyl-4-[4-(trifluoromethyl)phenyl]quinoline-7-carboxamide